C(CCCCC)(=O)OCCCN(CCC1CCN(CC1)C(=O)OC(C)(C)C)CCCCCCCCC tert-Butyl 4-(2-((3-(hexanoyloxy)propyl)(nonyl)amino)ethyl)piperidine-1-carboxylate